benzo[B]azepin N1C2=C(C=CC=C1)C=CC=C2